5-(4-hydroxymethylphenoxy)acenaphthenequinone OCC1=CC=C(OC2=CC=C3C(C(C=4C=CC=C2C43)=O)=O)C=C1